CC=1C=C(C=C(C1C)C)NC1CCC(CC1)NC(OC(C)(C)C)=O tert-butyl (4-((3,4,5-trimethylphenyl)amino)cyclohexyl)carbamate